5,5'-diisopropyl-3,3'-dimethyl-[2,2'-binaphthalene]-6,6'-diol C(C)(C)C1=C2C=C(C(=CC2=CC=C1O)C1=CC2=CC=C(C(=C2C=C1C)C(C)C)O)C